O=C1NC(CCC1N1C(C2=CC=C(C=C2C1=O)NCCC[C@@H]1C[C@H](C1)N1N=CC(=C1C)C1=NC2=CC=CC=C2N=C1)=O)=O 2-(2,6-dioxopiperidin-3-yl)-5-((3-(trans-3-(5-methyl-4-(quinoxalin-2-yl)-1H-pyrazol-1-yl)cyclobutyl)propyl)amino)isoindoline-1,3-dione